(2R,4aS,8aS)-2-(2-((methylsulfonyl)oxy)ethyl)octahydroquinoxaline-1,4-dicarboxylic acid di-tert-butyl ester C(C)(C)(C)OC(=O)N1[C@@H](CN([C@H]2CCCC[C@H]12)C(=O)OC(C)(C)C)CCOS(=O)(=O)C